2-(7-(5-((4'-cyano-2'-cyclopropyl-5-fluoro-[1,1'-biphenyl]-2-yl)oxy)pyrimidin-4-yl)-2,7-diazaspiro[4.4]non-2-yl)-N-methylthiazole-4-carboxamide C(#N)C1=CC(=C(C=C1)C1=C(C=CC(=C1)F)OC=1C(=NC=NC1)N1CC2(CCN(C2)C=2SC=C(N2)C(=O)NC)CC1)C1CC1